2-(4'-(pyridin-2-yl)tetrahydrooxaspiro[bicyclo[3.1.0]hexane-3,2'-pyran]-4'-yl)acetonitrile N1=C(C=CC=C1)C1(OC2(OCC1)CC1CC1C2)CC#N